BrC=1C=C2C(=NC(=NC2=CC1F)C)NC(C)C1=C(C(=CC=C1)C(F)(F)F)C 6-bromo-7-fluoro-2-methyl-N-(1-(2-methyl-3-(trifluoromethyl)phenyl)ethyl)quinazolin-4-amine